methyl 3-prop-2-ynyloxypropionate C(C#C)OCCC(=O)OC